FC1=CC=C(C=C1)C=1C(=NN(N1)C)C1=CC=NC=C1 4-[5-(4-fluorophenyl)-2-methyl-1,2,3-triazol-4-yl]pyridine